FC1=C(OC2=C(C(=NC=C2)N)C2=CC=C(C=C2)OC2=CC=CC=C2)C=CC(=C1)[N+](=O)[O-] 4-(2-fluoro-4-nitrophenoxy)-3-(4-phenoxyphenyl)pyridin-2-amine